toluene-3,4-disulfonyl chloride CC1=CC(=C(C=C1)S(=O)(=O)Cl)S(=O)(=O)Cl